OC=1C=C(C=2OC3=CC(=CC(=C3C(C2)=O)O)O)C=CC1OC(C(C)N)C(=O)O 3',5,7-trihydroxy-4'-(2-amino-1-carboxypropoxy)flavone